C(C)(=O)N1CC2=C(CC1)N(N=C2N2CCCC1=CC(=C(C=C21)C(F)F)C=2N=CC(=NC2)CC(=O)OC)C2CCOCC2 methyl 2-(5-(1-(5-acetyl-1-(tetrahydro-2H-pyran-4-yl)-4,5,6,7-tetrahydro-1H-pyrazolo[4,3-c]pyridin-3-yl)-7-(difluoromethyl)-1,2,3,4-tetrahydroquinolin-6-yl)pyrazin-2-yl)acetate